COC(C1=C(OC2=NC(=C(C3=CC=CC=C23)C2=CC=CC=C2)C2=CC=CC=C2)C=CC=C1)(C1=CC=CC=C1)OC 1-[2-[dimethoxy(phenyl)methyl]phenoxy]-3,4-diphenylisoquinolin